BrC1=CC2=C(N(C=N2)CCC[C@H]2NCCC[C@@H]2O)C(=C1)Cl (2R,3S)-2-(3-(5-bromo-7-chloro-1H-benzo[d]imidazol-1-yl)propyl)piperidin-3-ol